C(C)(C)(C)C1=C(C=C(C=C1F)NC([C@H](C=1C=C2C=NN(C2=CC1)C)NC(CC1=CC(=NO1)O)=O)=O)F (2S)-N-(4-tert-butyl-3,5-difluorophenyl)-2-(((3-hydroxy-1,2-oxazol-5-yl)acetyl)amino)-2-(1-methyl-1H-indazol-5-yl)acetamide